C(N)(=O)CC[C@@H]([C@@H](C)O)NC(OC(C)(C)C)=O Tert-butyl N-[(3S,4R)-1-carbamoyl-4-hydroxypentan-3-yl]carbamate